CN1C2(CC2)CN(CC1)C1=CC=CC(=N1)C1=NC2=CC(=NC=C2C=C1)CNC(C1=CN=CC(=C1)S(=O)(=O)C)=O N-((2-(6-(4-methyl-4,7-diazaspiro[2.5]octan-7-yl)pyridin-2-yl)-1,6-naphthyridin-7-yl)methyl)-5-(methylsulfonyl)nicotinamide